C(C)N1C(OC=C1)=O N-ethyl-oxazolone